(R)-bis(3,5-dimethylphenyl)(1-(1,3-dimethylpyrrolo[1,2-a]quinoxalin-4-yl)naphthalen-2-yl)phosphine oxide CC=1C=C(C=C(C1)C)P(C1=C(C2=CC=CC=C2C=C1)C=1C=2N(C3=CC=CC=C3N1)C(=CC2C)C)(C2=CC(=CC(=C2)C)C)=O